ClC1=C(C(=O)O)C(=CC(=N1)C)C 2-chloro-4,6-dimethylnicotinic acid